5-tert-Butyl-[1,2,4]oxadiazole-3-carboxylic acid {(R)-8-[2-(1,3,5-trimethyl-1H-pyrazol-4-yl)-3H-imidazo[4,5-b]pyridin-7-yl]-2,3,4,5-tetrahydro-benzo[b]oxepin-5-yl}-amide CN1N=C(C(=C1C)C1=NC=2C(=NC=CC2C=2C=CC3=C(OCCC[C@H]3NC(=O)C3=NOC(=N3)C(C)(C)C)C2)N1)C